N1CCC2(CC1)CC1=CC(=CC=C1C2)C#N dihydrospiro[indene-2,4'-piperidine]-6-carbonitrile